CC=1C(=C(C=2CC3=CC=CC=C3C2C1)C1=C(C(=NN=N1)C=1C(=C(C=CC1)C1=CC=CC=C1)C1=C(C=CC=2[Se]C3=C(C21)C=CC=C3)C3=C(C=CC=C3)C3=CC=CC=C3)C3=CC=CC=C3)C [(dimethylfluorenyl)phenyltriazinyl][(biphenylyl)dibenzoselenophenyl]biphenyl